ClC1=C(C(=C(S1)C1=NN=NN1)C)F 5-(5-chloro-4-fluoro-3-methylthiophen-2-yl)-1H-tetrazole